6-bromo-7-{1-[1-(2-fluorophenyl)-1H-pyrazol-4-yl]Propyl}-5-[2-(trifluoromethyl)pyrimidin-5-yl]-7H-pyrrolo[2,3-d]Pyrimidin-4-amine BrC1=C(C2=C(N=CN=C2N)N1C(CC)C=1C=NN(C1)C1=C(C=CC=C1)F)C=1C=NC(=NC1)C(F)(F)F